2-amino-4-((1,3-dihydroxypropan-2-yl)amino)-6-methyl-5,6-dihydropyridine NC1=NC(CC(=C1)NC(CO)CO)C